C(C#C)N1CCN(CC1)CC=1C=C2CN(CC2=CC1)C=O (5-((4-(prop-2-yn-1-yl)piperazin-1-yl)methyl)isoindolin-2-yl)methanone